butyl 2-[1-(6-chloro-4-cyano-2-morpholino-8-quinolyl)ethylamino]benzoate ClC=1C=C2C(=CC(=NC2=C(C1)C(C)NC1=C(C(=O)OCCCC)C=CC=C1)N1CCOCC1)C#N